5-amino-1-cyclopropyl-3-(7-((5-fluoro-2-methoxybenzamido)methyl)-1H-indazol-4-yl)-1H-pyrazole-4-carboxamide NC1=C(C(=NN1C1CC1)C1=C2C=NNC2=C(C=C1)CNC(C1=C(C=CC(=C1)F)OC)=O)C(=O)N